C1N(CC12CCC2)C(=O)C2CCN(CC2)C(=O)OC(C)(C)C tert-butyl 4-(2-azaspiro[3.3]heptane-2-carbonyl)piperidine-1-carboxylate